C(C)(C)(C)OC(=O)N1[C@H](C[C@@H](C1)O)C1=CC(=C(C=C1)C=1N=C2SC3=C(N2C1)C=CC(=C3)C(NC3CCOCC3)=O)F (trans)-2-(3-fluoro-4-(7-((tetrahydro-2H-pyran-4-yl)carbamoyl)benzo[d]imidazo[2,1-b]thiazol-2-yl)phenyl)-4-hydroxypyrrolidine-1-carboxylic acid tert-butyl ester